9-[6-(3-methoxyphenoxy)-3-pyridyl]-2-methyl-7H-purin-8-one COC=1C=C(OC2=CC=C(C=N2)N2C3=NC(=NC=C3NC2=O)C)C=CC1